(3S,4R)-3-fluoro-1-[4-({8-[3-(methanesulfonyl-methyl)azetidin-1-yl]-5-(propan-2-yl)-2,6-naphthyridin-3-yl}amino)pyrimidin-2-yl]-3-methyl-piperidin-4-ol F[C@]1(CN(CC[C@H]1O)C1=NC=CC(=N1)NC=1N=CC2=C(C=NC(=C2C1)C(C)C)N1CC(C1)CS(=O)(=O)C)C